O1CCC2=C1C=CC(=C2)S(=O)(=O)N2CCN(CC2)C(C(CCOC2=CC=CC=C2)(C)C)=O 1-(4-((2,3-Dihydrobenzofuran-5-yl)sulfonyl)piperazin-1-yl)-2,2-dimethyl-4-phenoxybutan-1-one